C1CCC2=C(C=3CCCC3C=C12)NC(=O)N=S(=O)(N)C=1C=NN2C1OC(C2)CNC N'-({1,2,3,5,6,7-hexahydro-s-indacen-4-yl}carbamoyl)-2-((methylamino)methyl)-2,3-dihydropyrazolo[5,1-b]oxazole-7-sulfonimidamide